CC=1CC2=C(C3=CC=C(C=C3C(=C2CC1)O)C)OC(C=C)=O 2,6-dimethyl-9-acryloyloxy-10-hydroxy-1,4-dihydroanthracene